N1(CCC1)CC1N(CCC(C1)(C(=O)O)CC1=NC(=CC=C1F)NC=1SC=CN1)CC1=C(C(=CC=C1)Cl)F 2-(azetidin-1-ylmethyl)-1-(3-chloro-2-fluorobenzyl)-4-((3-fluoro-6-(thiazol-2-ylamino)pyridin-2-yl)methyl)piperidine-4-carboxylic acid